2-(3-methyl-2-thienyl)-2-[(2-piperidine-4-ylethyl)amino]-N-(pyridine-4-ylmethyl)acetamid CC1=C(SC=C1)C(C(=O)NCC1=CC=NC=C1)NCCC1CCNCC1